3-(3-chloro-2-fluorophenylmethyl)oxazolidin-2-one tert-butyl-4-(4-iodo-3-methoxy-1H-pyrazol-1-yl)piperidine-1-carboxylate C(C)(C)(C)OC(=O)N1CCC(CC1)N1N=C(C(=C1)I)OC.ClC=1C(=C(C=CC1)CN1C(OCC1)=O)F